(Z)-Cinnamyl propionate C(CC)(=O)OC\C=C/C1=CC=CC=C1